(E)-4-(4-((2-(2,6-dioxopiperidin-3-yl)-1,3-dioxoisoindolin-4-yl)methyl)piperazine-1-yl)but-2-enoic acid O=C1NC(CCC1N1C(C2=CC=CC(=C2C1=O)CN1CCN(CC1)C/C=C/C(=O)O)=O)=O